CC1(C2=CCN([C@H]3[C@H](O)[C@H](O)[C@@H](CO)O3)C2=NC=N1)N 6-Methyl-7-deazaadenosine